O=C1NC(CCC1N1C(C2=CC=CC(=C2C1=O)OCC(=O)O)=O)=O 2-((2-(2,6-dioxopiperidine-3-yl)isoindoline-1,3-dione-4-yl)oxy)acetic acid